COC=1C=C(C=C(C1)OC)C1=CC=C(C=C1)C(=O)NCC=1C(NC(=CC1C)C1=CC=CC=C1)=O 3',5'-dimethoxy-N-((4-methyl-2-oxo-6-phenyl-1,2-dihydropyridin-3-yl)methyl)-[1,1'-biphenyl]-4-carboxamide